C(N)(OC1(CC(C1)N(C(CN1N=C(C2=CC=CC=C12)C(N)=O)=O)CC(=O)NCC1=C(C(=CC=C1)Cl)F)C(C)(C)C)=O ((trans)-tert-butyl 3-(2-(3-carbamoyl-1H-indazol-1-yl)-N-(2-((3-chloro-2-fluorobenzyl) amino)-2-oxoethyl) acetamido) cyclobutyl) carbamate